C1(CC1)C1=NN(C=C1C(F)(F)F)CC1CC1 3-cyclopropyl-1-(cyclopropylmethyl)-4-(trifluoromethyl)-1H-pyrazole